hexane-6-yl-(2-thienyl)methanone TFA salt OC(=O)C(F)(F)F.CCCCCCC(=O)C=1SC=CC1